NC1=NC=NC=2N(C3=CC=C(C=C3C21)C)CC(=O)N2[C@@H](C[C@H](C2)F)C(=O)NCC2=C(C(=CC=C2)Cl)F (2S,4R)-1-(2-(4-amino-6-methyl-9H-pyrimido[4,5-b]indol-9-yl)acetyl)-N-(3-chloro-2-fluorobenzyl)-4-fluoropyrrolidine-2-carboxamide